4-(4-chloro-2-fluorophenyl)-2-((2R,4S)-2-(1-(cyclopropyl-1-d)-1H-pyrazol-4-yl)tetrahydro-2H-pyran-4-yl)-6,7-dimethylpteridine ClC1=CC(=C(C=C1)C1=NC(=NC2=NC(=C(N=C12)C)C)[C@@H]1C[C@@H](OCC1)C=1C=NN(C1)C1(CC1)[2H])F